N=1C=C(N2C1C=CC=C2)C(=O)N2CC1=C(CC2)C(=CS1)C(=O)NC1=CC(=NN1C)C1(CC1)C(F)(F)F 6-(Imidazo[1,2-a]pyridin-3-carbonyl)-N-(1-methyl-3-(1-(trifluoromethyl)cyclopropyl)-1H-pyrazol-5-yl)-4,5,6,7-tetrahydrothieno[2,3-c]pyridin-3-carboxamid